C(C1=CC=CC=C1)N1C(=NC2=C1C=CC(=C2)F)CN2C(C(=CC=C2)NC(=O)[C@H](CC\C=C\C(=O)N(C)C)OC(N(C)C)=O)=O [(E,1S)-1-[[1-[(1-Benzyl-5-fluoro-benzimidazol-2-yl)methyl]-2-oxo-3-pyridyl]carbamoyl]-6-(dimethylamino)-6-oxo-hex-4-enyl]N,N-dimethylcarbamat